C(C)(C)(C)OC(=O)N1CC=2N(CC1)C(=CN2)C=2C=C1COC(C1=CC2)=O tert-butyl-3-(1-oxo-1,3-dihydroisobenzofuran-5-yl)-5,6-dihydroimidazo[1,2-a]pyrazine-7(8H)-carboxylate